COC(\C=C\C(=O)NO)=O (E)-4-(hydroxyamino)-4-oxo-but-2-enoic acid methyl ester